cyclopropyl 4-amino-2-oxo-1-phenyl-7-(trifluoromethyl)-1,2-dihydroquinolin-3-carboxylate NC1=C(C(N(C2=CC(=CC=C12)C(F)(F)F)C1=CC=CC=C1)=O)C(=O)OC1CC1